CNC(C)CC N-methylbutan-2-amine